ClC1=CC=C(CNC(=O)NCCCCC2CCN(CC2)CC2=CC=NC=C2)C=C1 1-(4-chlorobenzyl)-3-(4-(1-isonicotinylpiperidin-4-yl)butyl)urea